CC1=C(COC1=O)N1C(C=2CCNCCC2C1)=O 2-(4-Methyl-5-oxo-2,5-dihydrofuran-3-yl)-2,3,5,6,7,8-hexahydropyrrolo[3,4-d]azepin-1(4H)-one